ClC=1C=CC2=C(C1)COC=1N=C(SC12)OC1CC(N(C(C1)(C)C)C)(C)C 7-chloro-2-((1,2,2,6,6-pentamethylpiperidin-4-yl)oxy)-5H-isochromeno[3,4-d]thiazole